O1C=NC2=C1C(=CC=C2)CCCC(=O)N2[C@H](CN(CC2)C2=NC=C(C=C2C)F)C (S)-4-(benzo[d]oxazol-7-yl)-1-(4-(5-fluoro-3-methylpyridin-2-yl)-2-methylpiperazin-1-yl)butan-1-one